4-[4-(1H-Pyrrolo[2,3-b]pyridin-4-yl)-pyrazol-1-yl]-pentanoic acid amide N1C=CC=2C1=NC=CC2C=2C=NN(C2)C(CCC(=O)N)C